6-chloro-2-ethyl-N-(4-(4-(4-(trifluoromethoxy)phenyl)piperidine-1-yl)benzyl)imidazo[1,2-a]pyridine-3-carboxamide ClC=1C=CC=2N(C1)C(=C(N2)CC)C(=O)NCC2=CC=C(C=C2)N2CCC(CC2)C2=CC=C(C=C2)OC(F)(F)F